FC(N1C2=NC(=NC(=C2N=C1)N[C@@H]1CN(CC1)S(=O)(=O)NC)N[C@H]([C@@H](C)O)CC)F (S)-3-((9-(difluoromethyl)-2-(((2R,3S)-2-hydroxypentan-3-yl)amino)-9H-purin-6-yl)amino)-N-methylpyrrolidine-1-sulfonamide